(2E)-3-(1H-imidazol-4-yl)-N-(2-phenylethyl)prop-2-enamide N1C=NC(=C1)/C=C/C(=O)NCCC1=CC=CC=C1